zinc oxide 3-Ethylhexyl-methoxycinnamate C(C)C(CCC(=C(C(=O)O)OC)C1=CC=CC=C1)CCC.[O-2].[Zn+2]